CC1CNCC=2N1N=C1C=C(C=CC21)C2CCNCC2 4-(4-methyl-1,2,3,4-tetrahydropyrazino[1,2-b]indazol-8-yl)piperidine